N-nonylcarbamic acid C(CCCCCCCC)NC(O)=O